C(C)N1N=CC(=C1)NC(=O)C=1C(=CC=2N(C1)C(=C(N2)C(O)(C2=C(C=CC=C2)F)C2=C(C=CC=C2)F)CC)OC 2-[Bis-(2-fluoro-phenyl)-hydroxy-methyl]-3-ethyl-7-methoxy-imidazo[1,2-a]pyridine-6-carboxylic acid (1-ethyl-1H-pyrazol-4-yl)-amide